3-chloro-5-[6-chloro-3-[[(1R)-1-[2-(4,4-dimethyl-1-piperidyl)-3,6-dimethyl-4-oxo-chromen-8-yl]ethyl]amino]-2-pyridyl]-2-(4,4,5,5-tetramethyl-1,3,2-dioxaborolan-2-yl)benzaldehyde ClC=1C(=C(C=O)C=C(C1)C1=NC(=CC=C1N[C@H](C)C=1C=C(C=C2C(C(=C(OC12)N1CCC(CC1)(C)C)C)=O)C)Cl)B1OC(C(O1)(C)C)(C)C